4-fluoro-3-methyl-benzonitrile FC1=C(C=C(C#N)C=C1)C